C1(=CC=C(C=C1)N=C=O)N=C=O p-Phenylene diisocyanate